ClC1=CC=C(C=C1)C1=C(C(=NN1C1=C(C=C(C=C1)Cl)Cl)C(=O)NC1=C(C(=O)OC)C=CC=C1)C methyl 2-(5-(4-chlorophenyl)-1-(2,4-dichlorophenyl)-4-methyl-1H-pyrazole-3-carboxamido)benzoate